C1(CCC1)C(=O)N1CC2=CN=C(C=C2CC1)OCC1=C(N=NN1C)C=1C=NC(=CC1)C 2-Cyclobutanecarbonyl-6-{[1-methyl-4-(6-methylpyridin-3-yl)-1H-1,2,3-triazol-5-yl]methoxy}-1,2,3,4-tetrahydro-2,7-naphthyridine